BrC1=CC2=C(C3(CCCCN3C2=O)C(C)C)S1 2-Bromo-9a-isopropyl-7,8,9,9a-tetrahydrothieno[2,3-a]indolizin-4(6H)-one